C(#N)C1=NC2=CC(=CC(=C2N=C1N1CCN(CC1)C1=CC=C(C=C1)C(NC)=O)[C@@H](C)NC1=C(C(=O)O)C=CC=C1)C (R)-2-((1-(2-cyano-7-methyl-3-(4-(4-(methylcarbamoyl)phenyl)piperazin-1-yl)quinoxalin-5-yl)ethyl)amino)benzoic acid